CN1CCC(CC1)NC1=CC2=C(C=N1)C=C(N2)C2=CC(=NC=C2)C N-(1-methylpiperidin-4-yl)-2-(2-methylpyridin-4-yl)-1H-pyrrolo[3,2-c]pyridin-6-amine